N1C=C(C2=CC=CC=C12)CCOC=1SC=2N=C(N=CC2N1)C=1C=NC=NC1 (2-(1H-indol-3-yl)ethoxy)-5-(pyrimidin-5-yl)thiazolo[5,4-d]pyrimidine